[K].B Borane potassium salt